3-(8-bromo-5-oxopyrrolo[2,3,4-de]cinnolin-4(5H)-yl)piperidine-2,6-dione BrC1=CC=C2C=3C(=CN=NC13)N(C2=O)C2C(NC(CC2)=O)=O